ClC1=C(C(=O)NCC(=O)N[C@@H](CC(C)C)B2OC([C@H]3CC[C@@H](C(O2)=O)N3C)=O)C=C(C=C1)Cl 2,5-dichloro-N-(2-(((R)-3-methyl-1-((1R,7S)-10-methyl-2,6-dioxo-3,5-dioxa-10-aza-4-borabicyclo[5.2.1]decan-4-yl)butyl)amino)-2-oxoethyl)benzamide